sodium 3-[(2,3-dihydrothieno[3,4-b]-[1,4]dioxin-2-yl)methoxy]-1-fluoro-1-propanesulfonate O1C=2C(OCC1COCCC(S(=O)(=O)[O-])F)=CSC2.[Na+]